6-[4-(3,5-dimethyl-1H-pyrazol-4-yl)phenyl]-[1,2,4]triazolo[4,3-a]pyridine CC1=NNC(=C1C1=CC=C(C=C1)C=1C=CC=2N(C1)C=NN2)C